5-octadecyl acrylate C(C=C)(=O)OC(CCCC)CCCCCCCCCCCCC